[Al].[Zn].[Na] Sodium-Zinc-Aluminum